FC=1C=C(C=C(C1)O)C=1C=NC=C(C(=O)NN)C1 5-(3-fluoro-5-hydroxyphenyl)nicotinohydrazide